BrC=1C=C2C(=CC(N(C2=CC1)C)=O)C 6-bromo-1,4-dimethylquinolin-2(1H)-one